ClC1=C(COC2=NC=3N(C=C2)N=CC3C=3C=NN(C3)CC(C)(O)C)C=C(C=C1)F 1-(4-(5-((2-chloro-5-fluorobenzyl)oxy)pyrazolo[1,5-a]pyrimidin-3-yl)-1H-pyrazol-1-yl)-2-methylpropan-2-ol